2-(6-chloro-1H-benzo[d][1,2,3]triazol-1-yl)acetic acid ClC=1C=CC2=C(N(N=N2)CC(=O)O)C1